6-isopropyl-5-(7-methyl-[1,2,4]triazolo[1,5-a]pyridin-6-yl)-2-(1,4-dioxaspiro[4.5]decan-8-yl)-4H-pyrrolo[3,2-d]thiazole-4-carboxylic acid tert-butyl ester C(C)(C)(C)OC(=O)N1C(=C(C=2N=C(SC21)C2CCC1(OCCO1)CC2)C(C)C)C=2C(=CC=1N(C2)N=CN1)C